C1=CC=CC=2[SiH2]C3=C(C21)C=CC=C3 dibenzoSilol